lignoceryl behenate C(CCCCCCCCCCCCCCCCCCCCC)(=O)OCCCCCCCCCCCCCCCCCCCCCCCC